(S)-6-(6-chloro-7-fluoro-1-methyl-pyrazolo[4,3-c]pyridin-3-yl)-3-azabicyclo[3.1.0]hexane-2,3-dicarboxylate ClC1=C(C2=C(C=N1)C(=NN2C)C2C1CN(C([C@H]21)C(=O)[O-])C(=O)[O-])F